5-bromo-4-methoxy-1-[[2-(trimethylsilyl)ethoxy]methyl]indazole BrC=1C(=C2C=NN(C2=CC1)COCC[Si](C)(C)C)OC